ClC1=C(C=C(C=C1)C(C)C1=CC=2NC3=CC=CC=C3SC2C=C1)C(F)(F)F 2-(1-(4-chloro-3-(trifluoromethyl)phenyl)ethyl)-10H-phenothiazine